(1H-imidazol-1-yl)(7-methoxybenzofuran-2-yl)methanone N1(C=NC=C1)C(=O)C=1OC2=C(C1)C=CC=C2OC